CC1=NNC(=C1CN1CC2=C(C(=C(C=C2CC1)O)N1CC(NS1(=O)=O)=O)F)C 5-{2-[(3,5-dimethyl-1H-pyrazol-4-yl)methyl]-8-fluoro-6-hydroxy-1,2,3,4-tetrahydroisoquinolin-7-yl}-1λ6,2,5-thiadiazolidine-1,1,3-trione